5-Bromo-N-((7-chloroquinoxalin-6-yl)methyl)-4-(piperazin-1-yl)pyridin-3-amine BrC=1C(=C(C=NC1)NCC=1C=C2N=CC=NC2=CC1Cl)N1CCNCC1